COC=1C(=C2C=CNC2=C(C1)C)CN1[C@@H](C[C@@H](CC1)C)C1=CC=C(C=2CCCCC12)C(=O)O 4-((2S,4R)-1-((5-methoxy-7-methyl-1H-indol-4-yl)methyl)-4-methylpiperidin-2-yl)-5,6,7,8-tetrahydro-naphthalene-1-carboxylic acid